FC1=CC2=C(SC=C2C=2C(=NC(=CC2)N)N)C=C1 3-(5-fluoro-benzo[b]thiophen-3-yl)pyridine-2,6-diamine